3-iodo-4-(2-chloroethoxy)phenylpropionyl chloride IC=1C=C(C=CC1OCCCl)CCC(=O)Cl